FC1=C(OCCNCCCF)C=C(C(=C1[C@H]1N([C@@H](CC2=C1NC1=CC=CC=C21)C)CC(F)(F)F)OC)F N-(2-(2,5-difluoro-4-methoxy-3-((1R,3R)-3-methyl-2-(2,2,2-trifluoroethyl)-2,3,4,9-tetrahydro-1H-pyrido[3,4-b]indol-1-yl)phenoxy)ethyl)-3-fluoropropan-1-amine